4-methyl-N-[2-[[4-[[(3R)-pyrrolidin-3-yl]methoxy]phenoxy]methyl]phenyl]thieno[3,2-b]pyrrole-5-carboxamide CN1C2=C(C=C1C(=O)NC1=C(C=CC=C1)COC1=CC=C(C=C1)OC[C@H]1CNCC1)SC=C2